4-[2-(7-fluoro-5,6-dimethyl-pyrido[4,3-b]carbazol-9-yl)oxyethyl]morpholine FC1=CC(=CC=2C=3C=C4C(=C(C3N(C12)C)C)C=CN=C4)OCCN4CCOCC4